[OH-].C(C)C=1N(C2=C([N+]1C)C=CC=C2)C 2-ethyl-1,3-dimethylbenzimidazolium hydroxide